[Br-].CN(C1=CC=C(/C=C/C2=CC=[N+](C=C2)C(CC)F)C=C1)C (E)-4-(4-(dimethylamino)styryl)-1-fluoropropylpyridin-1-ium bromide